3-[3-[(6-bromo-2-pyridyl)oxymethyl]-6-(trifluoromethyl)-2-pyridyl]propoxy-tert-butyl-dimethyl-silane BrC1=CC=CC(=N1)OCC=1C(=NC(=CC1)C(F)(F)F)CCCO[Si](C)(C)C(C)(C)C